C(#N)CC1(CN(C1)C1=CC(=C(C(=O)N[C@H](C(F)(F)F)C)C=C1F)F)N1N=C(C(=C1)C=1C(=NNC1)C)CO 4-{3-(cyanomethyl)-3-[3-(hydroxymethyl)-3'-methyl-1H,1'H-4,4'-bipyrazol-1-yl]azetidin-1-yl}-2,5-difluoro-N-[(1S)-2,2,2-trifluoro-1-methylethyl]benzamide